tricosyl 4,4'-((3-((2-hydroxyethyl)(4-carbonyl-4-(tridecyloxy)butyl)amino)propyl)azanediyl)dibutyrate OCCN(CCCN(CCCC(=O)[O-])CCCC(=O)OCCCCCCCCCCCCCCCCCCCCCCC)CCCC(OCCCCCCCCCCCCC)=C=O